4-(5-(1-methyl-1H-pyrazol-4-yl)benzo[d]oxazol-2-yl)picolinic acid CN1N=CC(=C1)C=1C=CC2=C(N=C(O2)C2=CC(=NC=C2)C(=O)O)C1